C1(=CC=CC=C1)C=C(C(=O)NS(=O)(=O)C=1SC=CC1)C phenyl-N-(thiophene-2-Yl)Sulfonylmethacrylamide